C(C)(C)(C)OC(N[C@@H](CO)C)=O (R)-(1-hydroxy-propan-2-yl)carbamic acid tert-butyl ester